2-((R)-1-(2-fluoroacryloyl)-4-((R)-7-(3-hydroxynaphthalen-1-yl)-2-(((S)-1-methylpyrrolidin-2-yl)methoxy)-5,6,7,8-tetrahydroquinazolin-4-yl)piperazin-2-yl)acetonitrile FC(C(=O)N1[C@@H](CN(CC1)C1=NC(=NC=2C[C@@H](CCC12)C1=CC(=CC2=CC=CC=C12)O)OC[C@H]1N(CCC1)C)CC#N)=C